O=C1N(CCC(N1)=O)C1=NN(C2=CC(=C(C=C12)F)N1CCN(CC1)CC(=O)OC(C)(C)C)C tert-Butyl 2-[4-[3-(2,4-dioxohexahydropyrimidin-1-yl)-5-fluoro-1-methyl-indazol-6-yl]piperazin-1-yl]acetate